N-benzylsulfonyl-6-[4-[3-fluoro-4-(5-hydroxypyridin-3-yl)benzoyl]piperazine-1-yl]pyridazine C(C1=CC=CC=C1)S(=O)(=O)N1NC=CC=C1N1CCN(CC1)C(C1=CC(=C(C=C1)C=1C=NC=C(C1)O)F)=O